C(CCCCCCCCCCC)OC1=C(C=C(C=C1F)S(=O)(=O)C=1C=NC2=CC=C(C=C2C1N1CCC(CC1)N1CCC(CC1)N1CCN(CC1)C(C)C)S(=O)C)F 3-((4-(dodecyloxy)-3,5-difluorophenyl)sulfonyl)-4-(4-(4-isopropylpiperazin-1-yl)-[1,4'-bipiperidin]-1'-yl)-6-(methylsulfinyl)quinoline